N-monomethyl-amine CN